5-fluoro-N-(2-methoxy-6-methylphenyl)-4-(3-oxo-5,6,7,8-tetrahydro[1,2,4]triazolo[4,3-a]-pyridin-2(3H)-yl)-2-{[(2S)-1,1,1-trifluoropropan-2-yl]oxy}benzamide FC=1C(=CC(=C(C(=O)NC2=C(C=CC=C2C)OC)C1)O[C@H](C(F)(F)F)C)N1N=C2N(CCCC2)C1=O